FC(C(=O)O)(F)F.BrC1=CC=CC=2C=3C(CN(C3C=CC21)C(NC)=N)C 6-Bromo-N,1-dimethyl-1,2-dihydro-3H-benzo[e]indole-3-carboximidamide 2,2,2-trifluoroacetic acid salt